4-(3-amino-1-methyl-1H-pyrazol-4-yl)piperidine-1-carboxylic acid tert-butyl ester C(C)(C)(C)OC(=O)N1CCC(CC1)C=1C(=NN(C1)C)N